C1=CC=CC=2C3=CC=CC=C3C(C12)COC(=O)N([C@H](C(=O)O)C1CC1)C (S)-2-((((9H-fluoren-9-yl)methoxy)carbonyl)(methyl)amino)-2-cyclopropyl-acetic acid